NCC=1C(=NC(=NC1)SC)NC 5-(aminomethyl)-N-methyl-2-methylsulfanyl-pyrimidin-4-amine